ethyl 7-bromo-2,4-dichloro-1,5-naphthyridine-3-carboxylate BrC1=CN=C2C(=C(C(=NC2=C1)Cl)C(=O)OCC)Cl